benzyl N-[(1S)-2-[[(1S)-2-[[(1S)-1-cyano-2-[(3R)-5,5-dimethyl-2-oxo-pyrrolidin-3-yl]ethyl]amino]-1-(cyclopropylmethyl)-2-oxo-ethyl]amino]-1-(1-naphthylmethyl)-2-oxo-ethyl]carbamate C(#N)[C@H](C[C@H]1C(NC(C1)(C)C)=O)NC([C@H](CC1CC1)NC([C@H](CC1=CC=CC2=CC=CC=C12)NC(OCC1=CC=CC=C1)=O)=O)=O